2-methyl-2-(prop-2-enylamino)propane-1-sulfonic acid CC(CS(=O)(=O)O)(C)NCC=C